BrC1=CC(=C(C=C1)COC1CN(C1)C(=O)OC(C)(C)C)C(F)(F)F tert-Butyl 3-[[4-bromo-2-(Trifluoromethyl)phenyl]methoxy]azetidine-1-carboxylate